CN([C@H]1[C@@H]([C@@H]2CC[C@H]([C@@H]3CC[C@]4(OO[C@]32[C@H](O1)O4)C)C)C)C (3R,5aS,6R,8aS,9R,10R,12R,12aR)-N,N,3,6,9-pentamethyldecahydro-12H-3,12-epoxypyrano[4,3-j][1,2]benzodioxepin-10-amine